1-isopropyl-8-methoxy-5-methyl-1,2,3,4-tetrahydroquinoline C(C)(C)N1CCCC2=C(C=CC(=C12)OC)C